FC=1C=C(C=CC1)B1OCCN(CCO1)C 2-(3-fluorophenyl)-6-methyl-1,3,6,2-dioxazaborocane